C1(CC1)C([C@@H](C(=O)NC=1C=NN(C1)CC=1C(=NC=C(C1)C(F)(F)F)OC)NC(=O)C=1N(N=CC1)C(C)C)C1CC1 N-[(1S)-1-(dicyclopropylmethyl)-2-[[1-[[2-methoxy-5-(trifluoromethyl)-3-pyridyl]methyl]pyrazol-4-yl]amino]-2-oxo-ethyl]-2-isopropyl-pyrazole-3-carboxamide